O[C@H]1[C@@H]([C@@H]2[C@@H](OC[C@H](CC2)COCC(=O)OC(C)C)C1)\C=C\[C@H](COC1=CC(=CC=C1)C)O 2-Propanyl ({(3R,5aR,6R,7R,8aS)-7-hydroxy-6-[(1E,3R)-3-hydroxy-4-(3-methylphenoxy)-1-buten-1-yl]octahydro-2H-cyclopenta[b]oxepin-3-yl}methoxy)acetate